Cl.N[C@H](C(=O)NCCC1=CC=C(C=C1)C1=CC(=C(C=C1)Cl)Cl)CCCC (S)-2-amino-N-(2-(3',4'-dichloro-[1,1'-biphenyl]-4-yl)ethyl)hexanamide hydrochloride